C(C)(C)(C)OC(=O)N1CC(C2=CC(=CC=C12)Br)(C)C 5-bromo-3,3-dimethyl-2H-indole-1-carboxylic acid tert-butyl ester